butanediol bis(3-mercapto valerate) SC(CC(=O)OC(CCC)OC(CC(CC)S)=O)CC